1-(pyrazolo[1,5-a]pyridin-2-yl)ethane-1-one N1=C(C=C2N1C=CC=C2)C(C)=O